4-[2-[[1-[(dimethylamino)methyl]cyclopropyl]methoxy]-6,8-difluoro-4-(2,2,2-trifluoroethoxy)quinazolin-7-yl]-5-ethyl-6-fluoro-naphthalen-2-ol CN(C)CC1(CC1)COC1=NC2=C(C(=C(C=C2C(=N1)OCC(F)(F)F)F)C1=CC(=CC2=CC=C(C(=C12)CC)F)O)F